C(C)(C)(C)C=1C=C(C=C(C1)N1N=C(C=C1C)C)[C@@H](CN1CC2(C1)CN(CC2)C(=O)OCC2=CC=CC=C2)CC(=C=O)OC benzyl (S)-2-(2-(3-(tert-butyl)-5-(3,5-dimethyl-1H-pyrazol-1-yl) phenyl)-4-methoxy-4-carbonylbutyl)-2,6-diazaspiro[3.4]octane-6-carboxylate